6-(trifluoromethyl)imidazo[1,5-a]Pyridine-3-carboxamide FC(C=1C=CC=2N(C1)C(=NC2)C(=O)N)(F)F